CC1=C(C=C(C(=C1CC)OC(C)(C)C)C)O 2,5-Dimethyl-3-ethyl-4-tert.-butoxy-phenol